(S*)-N-(2-(Difluoromethyl)-3-fluoropyridin-4-yl)-8-ethynyl-11,11-difluoro-8-hydroxy-3,4,8,9,10,11-hexahydro-1H-pyrido[4',3':3,4]pyrazolo[1,5-a]azepine-2(7H)-carboxamide FC(C1=NC=CC(=C1F)NC(=O)N1CC=2C(=NN3C2C(CC[C@](C3)(O)C#C)(F)F)CC1)F |o1:22|